nonyl 8-[2-[3-[2-[2-[2-[2-(tert-butoxycarbonylamino)ethoxy]ethoxy]ethoxy]ethoxy]propanoylamino]ethyl-[8-(1-octylnonoxy)-8-oxo-octyl]amino]octanoate C(C)(C)(C)OC(=O)NCCOCCOCCOCCOCCC(=O)NCCN(CCCCCCCC(=O)OCCCCCCCCC)CCCCCCCC(=O)OC(CCCCCCCC)CCCCCCCC